1,2-dibutylpyrrolium chloride [Cl-].C(CCC)[NH+]1C(=CC=C1)CCCC